C1(CC1)C=1N(C2=C(N1)C=CC(=C2)C=2C=C(C(N(C2)C)=O)C)[C@H](COC)C 5-[2-cyclopropyl-3-[(1S)-2-methoxy-1-methylethyl]benzimidazol-5-yl]-1,3-dimethylpyridin-2-one